NC1=C(N=CC2=C(C(=CC=C12)F)C=1C(=NC(=CC1)Cl)OC)C(=O)NCCC 4-amino-8-(6-chloro-2-methoxypyridin-3-yl)-7-fluoro-N-propylisoquinoline-3-carboxamide